C1(=CC=C(C=C1)N1NC(=NC1=O)C(F)(F)F)C (4-tolyl)-3-trifluoromethyl-1,2,4-triazole-5-one